(R)-2-((5-nitro-2-(1H-pyrazolo[3,4-d]pyrimidin-1-yl)pyridin-4-yl)amino)propanenitrile [N+](=O)([O-])C=1C(=CC(=NC1)N1N=CC=2C1=NC=NC2)N[C@@H](C#N)C